ClC1=NC(=NC(=C1C(F)(F)F)C1=C(C(=CC=C1C)C(F)(F)F)C)N=CN(C)C N'-[4-Chloro-6-[2,6-dimethyl-3-(trifluoromethyl)phenyl]-5-(trifluoromethyl)pyrimidin-2-yl]-N,N-dimethyl-formamidine